4,4-dimethyl-2-(morpholinomethyl)-2-phenyl-5-(4-methylphenyl)-3,4-dihydropyrrole CC1(CC(N=C1C1=CC=C(C=C1)C)(C1=CC=CC=C1)CN1CCOCC1)C